5-bromo-N-methyl-2-Benzothiazolamine BrC=1C=CC2=C(N=C(S2)NC)C1